OC(C(=O)O)C1OCCC1 2-hydroxy-2-(tetrahydrofuran-2-yl)acetic acid